The molecule is a straight-chain polyunsaturated fatty acid composed of eighteen carbons and containing two double bonds, both with Z-geochemistry, at positions 9 and 12 as well as a triple bond at position 6. It is a polyunsaturated fatty acid, an acetylenic fatty acid, an olefinic fatty acid, a long-chain fatty acid and a straight-chain fatty acid. CCCCC/C=C\\C/C=C\\CC#CCCCCC(=O)O